N-(2-fluoroethyl)propanamide FCCNC(CC)=O